1-(cyclobutyl-methyl)-8-(ethyl-methyl-amino)-8-phenyl-1,3-diazaspiro[4.5]decan-2-one C1(CCC1)CN1C(NCC12CCC(CC2)(C2=CC=CC=C2)N(C)CC)=O